C1(=CC=C(C=C1)N(C1=CC=2C(C3=CC=CC=C3C2C=C1)(C)C)C1=CC(=CC=C1)C1(C2=CC=CC=C2C=2C=CC=CC12)C1=C(C=CC=C1)Br)C1=CC=CC=C1 Biphenyl-4-yl-{3-[9-(2-bromophenyl)-9H-fluoren-9-yl]phenyl}-(9,9-dimethyl-9H-fluoren-2-yl)amine